C(C)OC(=O)C=1OC2=C(C1N)C=CC(=C2)Cl 3-amino-6-chloro-1-benzofuran-2-carboxylic acid ethyl ester